5-methyl-2,4-dioxoheptanoic acid ethyl ester C(C)OC(C(CC(C(CC)C)=O)=O)=O